N-ethyl-5-fluoro-2-((5-(2-(1-((2-hydroxyethyl)amino)-4-methylpentan-3-yl)-2,6-diazaspiro[3.4]octan-6-yl)-1,2,4-triazin-6-yl)oxy)-N-isopropylbenzamide fumarate C(\C=C\C(=O)O)(=O)O.C(C)N(C(C1=C(C=CC(=C1)F)OC1=C(N=CN=N1)N1CC2(CN(C2)C(CCNCCO)C(C)C)CC1)=O)C(C)C